5-[5-bromo-3-(ethylsulfonimidoyl)-2-pyridyl]-1-methyl-2-(trifluoromethyl)pyrazolo[1,5-a]pyrimidin-7-one BrC=1C=C(C(=NC1)C=1N=C2N(C(C1)=O)N(C(=C2)C(F)(F)F)C)S(=O)(=N)CC